CC1=CC=C(C(=C1)N=C=O)N=C=O 5-methyl-1,2-phenylene diisocyanate